7-phenyl-4,6-heptadienylacetate C1(=CC=CC=C1)C=CC=CCCCCC(=O)[O-]